FC1=C(OCC=2C=C(C=CC2OC)/C=C/C(=O)C2=CC=C(C=C2)O)C=CC(=C1)F (E)-3-[3-[(2,4-Difluorophenoxy)methyl]-4-methoxyphenyl]-1-(4-hydroxyphenyl)prop-2-en-1-one